C(C)(=O)O[C@@H]1C[C@@]2(C([C@H]3[C@H]4[C@@H]5CC[C@H]([C@@H](CCCC(C)C)C)[C@]5(CC[C@@H]4[C@]2(CC1)CO3)C)=O)O 3β-acetoxy-5a-hydroxy-7β,19-epoxy-cholestan-6-one